ClC=1C(=NC=C(C1)F)NC1=NC=C2C(=N1)N(N=C2I)COCC[Si](C)(C)C N-(3-chloro-5-fluoropyridin-2-yl)-3-iodo-1-((2-(trimethylsilyl)ethoxy)methyl)-1H-pyrazolo[3,4-d]pyrimidin-6-amine